CC=1OC(=CC1C(=O)NC1=NC(=NS1)CN1CCCCC1)C1=CC(=CC=C1)OC(F)F 2-methyl-5-(3-(difluoromethoxy)phenyl)-N-(3-(piperidin-1-ylmethyl)-1,2,4-thiadiazol-5-yl)furan-3-carboxamide